5-hydroxybenzofuran-3-carboxylate OC=1C=CC2=C(C(=CO2)C(=O)[O-])C1